Cl.C(C)(C)(C)OC([C@@H](C)N)=O (R)-2-aminopropionic acid tert-butyl ester hydrochloride